C(C)(C)(C)OC(=O)NCCCCNCCCCCCCCC(=O)OCCCCC pentyl 9-((4-((tert-butoxycarbonyl)amino)butyl)amino)nonanoate